5-benzo[1,3]dioxol-5-yl-6-(6-methyl-pyridin-2-yl)-2,3-dihydro-1H-imidazo[1,2-a]imidazole O1COC2=C1C=CC(=C2)C2=C(N=C1N2CCN1)C1=NC(=CC=C1)C